CC=1SC2=C(N1)C=CC(=C2)C=O 2-methyl-1,3-benzothiazole-6-carbaldehyde